ClN(C(C)=O)C1=C(C=CC=C1)C(C(F)(F)F)=O N-chloro-N-(2-trifluoroacetylphenyl)acetamide